[Si](C1=CC=CC=C1)(C1=CC=CC=C1)(C(C)(C)C)OCC12CCC(CC1)(C2)CO (4-(((tert-butyldiphenylsilyl)oxy)methyl)bicyclo[2.2.1]heptan-1-yl)methanol